tert-butyl N-methyl-N-[6-methyl-2-(trifluoromethyl)-5,7-dihydro-4H-benzothiophen-6-yl]carbamate CN(C(OC(C)(C)C)=O)C1(CC2=C(C=C(S2)C(F)(F)F)CC1)C